C[C@@H]1C[C@@H](CNC1)NC(OC(C)(C)C)=O tert-butyl ((3S,5R)-5-methylpiperidin-3-yl)carbamate